2-(5-(3-(4-phenoxyphenoxy)propoxy)-1H-indazol-1-yl)acetic acid O(C1=CC=CC=C1)C1=CC=C(OCCCOC=2C=C3C=NN(C3=CC2)CC(=O)O)C=C1